BrC1=C(C=C2CCN3C(C2=C1)=C(N=C3C(=O)N[C@](C(=O)O)(CC(F)(F)F)C)C3CC(C3)(F)F)OC (S)-2-(9-bromo-1-(3,3-difluorocyclobutyl)-8-methoxy-5,6-dihydroimidazo[5,1-a]isoquinoline-3-carboxamido)-4,4,4-trifluoro-2-methylbutanoic acid